L-methionine hydrogensulfate S(=O)(=O)(O)O.N[C@@H](CCSC)C(=O)O